(E)-3-(2-(4-(2-(1,1-dioxidotetrahydro-2H-thiopyran-1-yl)acetyl)piperazin-1-yl)phenyl)-N-hydroxyacrylamide O=S1(CCCCC1)([O-])CC(=O)N1CCN(CC1)C1=C(C=CC=C1)/C=C/C(=O)NO